C1CC(N2CC3NC4C=CC=CC4=C3C=C12)=O hexahydro-3H-indolizino[6,7-b]indol-3-one